Benzyl 5-(2-methoxy-2-oxoethyl)-2-methylpiperazine-1-carboxylate COC(CC1NCC(N(C1)C(=O)OCC1=CC=CC=C1)C)=O